SCC(CCCS)CCC(CCCCS)CS 4,7-dimercaptomethyl-1,11-dimercaptoundecane